4-{[2-(4-chlorophenyl)-4,4-dimethylcyclohex-1-en-1-yl]piperazin-1-yl}-2-(1H-pyrrolo[2,3-b]pyridin-5-yloxy)benzamide ClC1=CC=C(C=C1)C1=C(CCC(C1)(C)C)C1N(CCNC1)C1=CC(=C(C(=O)N)C=C1)OC=1C=C2C(=NC1)NC=C2